BrN1C[C@@H](CC1)N (R)-1-bromopyrrolidine-3-amine